Ethyl (2-amino-3-fluoro-4-((3-(pentafluoro-λ6-sulfanyl)benzyl)amino)phenyl)carbamate NC1=C(C=CC(=C1F)NCC1=CC(=CC=C1)S(F)(F)(F)(F)F)NC(OCC)=O